OS(=O)(=O)C(F)(F)F.C(C)N1C=2C=CC=CC2NC2=CC=CC=C12 5-ethylphenazine triflate